N=1N=C(N2C1SCCC2)C2=C(C(=O)O)C=CC=C2 2-(6,7-dihydro-5H-[1,2,4]triazolo[3,4-b][1,3]thiazin-3-yl)benzoic acid